CC=1N=C(SC1)[C@]1([C@@H]2CCNC[C@H]12)CNC(OCC1=CC=CC=C1)=O Benzyl (((1S,6R,7S)-7-(4-methylthiazol-2-yl)-3-azabicyclo[4.1.0]heptan-7-yl)methyl)carbamate